N-[(1S)-2-[4-(3,5-dimethyl-1H-pyrazol-4-yl)anilino]-1-[(1R)-6-(1-isopropyl-6-oxo-3-pyridyl)indan-1-yl]-2-oxo-ethyl]-1-fluoro-cyclopropanecarboxamide CC1=NNC(=C1C1=CC=C(NC([C@H]([C@@H]2CCC3=CC=C(C=C23)C2=CN(C(C=C2)=O)C(C)C)NC(=O)C2(CC2)F)=O)C=C1)C